C(CC)C1(CC(=CC=C1)CCC)C1=NC=2NC(NC(C2N1)=O)=O 1,3-dipropylphenylxanthine